4-[6-fluoro-4-(5-methyl-2-thiazol-4-yl-7,8-dihydro-5H-pyrido[4,3-d]pyrimidin-6-yl)-2-pyridinyl]piperazin-2-one FC1=CC(=CC(=N1)N1CC(NCC1)=O)N1C(C2=C(N=C(N=C2)C=2N=CSC2)CC1)C